Tert-butyl (R)-4-(4-((1-(3-cyano-2-methylphenyl)ethyl)amino)-7-methoxy-2-methylquinazolin-6-yl)-4-hydroxy-piperidine-1-carboxylate C(#N)C=1C(=C(C=CC1)[C@@H](C)NC1=NC(=NC2=CC(=C(C=C12)C1(CCN(CC1)C(=O)OC(C)(C)C)O)OC)C)C